3-phenylmethylsulfanyl-5,5-dimethyl-4,5-dihydroisoxazole C1(=CC=CC=C1)CSC1=NOC(C1)(C)C